C(C)(C)(C)OC(=O)N1CCC(CC1)CNC(=O)OC 4-(((methoxycarbonyl)amino)methyl)piperidine-1-carboxylic acid tert-butyl ester